C(C)(C)(C)OC(=O)N1[C@@H](C[C@](C1)(F)C(O[SiH2]C(C)(C)C)(C)C)C(=O)OCC1=CC=CC=C1 (2S,4R)-4-(tert-butyl-dimethyl-silanyloxymethyl)-4-fluoro-pyrrolidine-1,2-dicarboxylic acid 2-benzyl ester 1-tert-butyl ester